triacontyl aconitate C(C=C(C(=O)[O-])CC(=O)[O-])(=O)OCCCCCCCCCCCCCCCCCCCCCCCCCCCCCC